C(C1CO1)C1=C(C=CC=C1)C (glycidylphenyl)methane